2,4-Divinyl-1-(3-sulfobutyl)pyridine C(=C)C1N(C=CC(=C1)C=C)CCC(C)S(=O)(=O)O